IC1=CN(C=2N=C(N(C(C21)=O)C)N2[C@H]1CC[C@@H](C2)[C@@H]1NC(OC(C)(C)C)=O)COCC[Si](C)(C)C |r| rac-tert-butyl ((1S,4S,7S)-2-(5-iodo-3-methyl-4-oxo-7-((2-(trimethylsilyl)ethoxy) methyl)-4,7-dihydro-3H-pyrrolo[2,3-d]pyrimidin-2-yl)-2-azabicyclo[2.2.1]heptan-7-yl)carbamate